N-(4-(4,7-dimethyl-5-phenyl-7H-pyrrolo[2,3-d]pyrimidin-6-yl)phenyl)acrylamide CC=1C2=C(N=CN1)N(C(=C2C2=CC=CC=C2)C2=CC=C(C=C2)NC(C=C)=O)C